6-{7-[(3S,4S)-3-fluoro-2,2,6,6-tetramethylpiperidin-4-yl]-7H-pyrrolo[2,3-c]pyridazin-3-yl}-7-hydroxy-1-methylquinoxalin-2(1H)-one F[C@@H]1C(NC(C[C@@H]1N1C=CC2=C1N=NC(=C2)C=2C=C1N=CC(N(C1=CC2O)C)=O)(C)C)(C)C